methyl-3-amino-5-phenylthiophene CC=1SC(=CC1N)C1=CC=CC=C1